N1N=CC2=NC=CC(=C21)NCC2=CC=C(C=C2)B(O)O 4-([1H-pyrazolo[4,3-b]pyridin-7-ylamino]methyl)phenyl-boronic acid